ClC1=NC(=CC(=N1)N1CCN(CC1)C(=O)OC(C)(C)C)N1C(CCC1)C tert-butyl 4-[2-chloro-6-(2-methylpyrrolidin-1-yl)pyrimidin-4-yl]piperazine-1-carboxylate